FC=1C=C2CN(C(C2=C(C1)C)=O)C1C(NC(CC1)=O)=O 3-(5-fluoro-7-methyl-1-oxoisoindolin-2-yl)piperidine-2,6-dione